hydroxy-5,6,7,4'-tetramethoxyflavone OC1=C(OC2=CC(=C(C(=C2C1=O)OC)OC)OC)C1=CC=C(C=C1)OC